OC1=CC=C(C=C1)C[C@@H](C(=O)N[C@H](C(=O)N[C@H](C(=O)O)CCC(C)(C)C)[C@H](CC)C)NC(=O)[C@@H]1OCCC1 (S)-2-((2S,3S)-2-((S)-3-(4-Hydroxyphenyl)-2-((R)-tetrahydrofuran-2-carboxamido)propanamido)-3-methylpentanamido)-5,5-dimethylhexanoic acid